2-propyl-4-chloroQuinoline-3-carboxylic acid ethyl ester C(C)OC(=O)C=1C(=NC2=CC=CC=C2C1Cl)CCC